Methyl 2,5-diacetoxy-3-formylbenzoate C(C)(=O)OC1=C(C(=O)OC)C=C(C=C1C=O)OC(C)=O